6-(2-methylthiazol-5-yl)imidazo[1,2-a]pyridine-2-carboxamide CC=1SC(=CN1)C=1C=CC=2N(C1)C=C(N2)C(=O)N